CC12N(CCNC1)C(OC2)=O 8a-methyltetrahydro-1H-oxazolo[3,4-a]pyrazin-3(5H)-one